bis(dimethylbenzene) nickel [Ni].CC1=C(C=CC=C1)C.CC1=C(C=CC=C1)C